6-((8-(4-morpholinopiperidine-1-carbonyl)-2,3-dihydrobenzo[b][1,4]dioxin-5-yl)amino)-1H-pyrrolo[2,3-b]pyridine-3-carbonitrile O1CCN(CC1)C1CCN(CC1)C(=O)C1=CC=C(C2=C1OCCO2)NC2=CC=C1C(=N2)NC=C1C#N